C(C=C)N(C(C(=C)F)=O)CC=C N,N-diallyl-2-fluoroacrylamide